FC1=C(C(=O)NCC2CCC(CC2)N2N=C3C=C(C=CC3=C2)B2OC(C(O2)(C)C)(C)C)C=C(C(=C1F)OCC1=CC=C(C=C1)OC)F 2,3,5-Trifluoro-4-[(4-methoxyphenyl)methoxy]-N-({(1r,4r)-4-[6-(4,4,5,5-tetramethyl-1,3,2-dioxaborolan-2-yl)-2H-indazol-2-yl]cyclohexyl}methyl)benzamide